C1(CC1)C1=NC=NC(=C1C1=NC=C2C(=N1)N(N=C2)[C@H](C)C2=CC=C(C=C2)C=2N(C=C(N2)C(F)(F)F)CC)OC (R)-6-(4-cyclopropyl-6-methoxypyrimidin-5-yl)-1-(1-(4-(1-ethyl-4-(trifluoromethyl)-1H-imidazol-2-yl)phenyl)ethyl)-1H-pyrazolo[3,4-d]pyrimidine